C(C)(C)C=1C(=NN(C1C=1C=C(C=2N(C1)N=CN2)OC)COCC[Si](C)(C)C)C=2SC1=C(N2)CCC(C1)NC(OC(C)(C)C)=O tert-butyl (2-(4-isopropyl-5-(8-methoxy-[1,2,4]triazolo[1,5-a]pyridin-6-yl)-1-((2-(trimethylsilyl)ethoxy) methyl)-1H-pyrazol-3-yl)-4,5,6,7-tetrahydrobenzo[d]thiazol-6-yl)carbamate